2-isopentylquinazolin-4(3H)-one C(CC(C)C)C1=NC2=CC=CC=C2C(N1)=O